tetramethylammonium hexyl-tris(3-trifluoromethylphenyl)borate C(CCCCC)[B-](C1=CC(=CC=C1)C(F)(F)F)(C1=CC(=CC=C1)C(F)(F)F)C1=CC(=CC=C1)C(F)(F)F.C[N+](C)(C)C